2-(2,6-dioxo-3-piperidyl)-5-(6-hydroxyhex-1-ynyl)isoindoline-1,3-dione O=C1NC(CCC1N1C(C2=CC=C(C=C2C1=O)C#CCCCCO)=O)=O